(3,3-dimethylcyclohexylidene)-acetaldehyde CC1(CC(CCC1)=CC=O)C